C(C)OC(=O)C=1N(C=CN1)CCBr (2-bromoethyl)-1H-imidazole-2-carboxylic acid ethyl ester